OC[C@H]([C@@H](C)O)NC(=O)C1NCCC(C1)CCC1=CC=CC=C1 N-((2R,3R)-1,3-dihydroxybutan-2-yl)-4-phenethylpiperidine-2-carboxamide